C(CCCCCCCCCCCCC)C(C(O)(CCCCCCCCCCCCCC)CCCCCCCCCCCCCC)(O)CO trimyristyl-glycerol